NC=1C2=C(C(NN1)=O)N(N=C2C2=CC=C(CNC(C1=C(C=CC(=C1)F)OC)=O)C=C2)C2CC(CC2)O N-(4-(4-amino-1-(3-hydroxycyclopentanyl)-7-oxo-6,7-dihydro-1H-pyrazolo[3,4-d]pyridazin-3-yl)benzyl)-5-fluoro-2-methoxybenzamide